ClC=1C=C(C=CC1)NC1=NC=2C=C(C=CC2C2=C1C=NN2C)C(=O)OC Methyl 4-((3-chlorophenyl)amino)-1-methyl-1H-pyrazolo[4,3-c]quinoline-7-carboxylate